5-chloro-N-[2,4-difluoro-3-[1-(1H-imidazol-2-yl)imidazo[1,5-a]pyridin-6-yl]phenyl]-2-methoxypyridine-3-sulfonamide ClC=1C=C(C(=NC1)OC)S(=O)(=O)NC1=C(C(=C(C=C1)F)C=1C=CC=2N(C1)C=NC2C=2NC=CN2)F